[Fe].[Al].[Cr].[Ni] nickel-chromium aluminum iron